C(C)(C)(C)C1=CC=C(C2=C(C=CC=C12)Br)Br 1-tert-butyl-4,5-dibromonaphthalene